C1(CC1)NC(=O)C1=CN=C2N1N=C(C=C2NC)N2CCC1=C(C=CC=C21)C2=CC=C(C=N2)CN2CC(C1(CCN(CC1)C(=O)OC(C)(C)C)CC2)(F)F Tert-butyl 9-((6-(1-(3-(cyclopropylcarbamoyl)-8-(methylamino)imidazo[1,2-b]pyridazin-6-yl)indolin-4-yl)pyridin-3-yl)methyl)-7,7-difluoro-3,9-diazaspiro[5.5]undecane-3-carboxylate